FC1=C(CNC(C2=C(N=CC(=C2)F)OC)=O)C=CC=C1F N-(2,3-difluorobenzyl)-5-fluoro-2-methoxynicotinamide